Butylene Glycol Caprylate C(CCCCCCC)(=O)OCCCCO